C(C)(C)(C)N(C(O)=O)CC1OC1.C(=O)C1=C(OCC(CNC(OC(C)(C)C)=O)O)C=CC=C1C tert-butyl (3-(2-formyl-3-methylphenoxy)-2-hydroxypropyl)carbamate tert-butyl(oxiran-2-ylmethyl)carbamate